C(#N)C1=CC=C(C=C1)OC(=O)C1C(C2C(C3=NC=CC=C3O2)(C1)O)C1=CC=CC=C1.N1(CCOCC1)CCC(=O)C=1C(OC2=CC(=CC(=C2C1)C)OCC1=C(C=CC=C1)Cl)=O 3-(3-morpholinyl-propionyl)-5-methyl-7-(2-chlorobenzyloxy)coumarin (4-cyanophenyl)-8a-hydroxy-6-phenyl-5a,7,8,8a-tetrahydro-6H-cyclopenta[4,5]furo[3,2-b]pyridine-7-carboxylate